1-(4-(4-(aminomethyl)-1-oxo-1,2-dihydro-phthalazin-6-yl)-1-methyl-1H-pyrazol-5-yl)spiro[benzo[d][1,3]oxazin-4,1'-cyclopentane]-2(1H)-one hydrochloride Cl.NCC1=NNC(C2=CC=C(C=C12)C=1C=NN(C1N1C(OC2(CCCC2)C2=C1C=CC=C2)=O)C)=O